tert-butyl 3-cyano-4-pentanamido-2,5-dihydro-1H-pyrrole-1-carboxylate C(#N)C=1CN(CC1NC(CCCC)=O)C(=O)OC(C)(C)C